[14C]-L-leucine N[14C@@H](CC(C)C)C(=O)O